CC=1C=C(C=C2C(NC(=NC12)C1CCN(CC1)C)=O)C=1C=CC=2N(C1)C=C(N2)C 8-Methyl-6-(2-methylimidazo[1,2-a]pyridin-6-yl)-2-(1-methylpiperidin-4-yl)quinazolin-4(3H)-one